stearyl-β-(4-hydroxy-3,5-di-tert-butylphenyl)propionate C(CCCCCCCCCCCCCCCCC)OC(CCC1=CC(=C(C(=C1)C(C)(C)C)O)C(C)(C)C)=O